(5E)-7-oxo-5-heptenoic methyl ester COC(CCC\C=C\C=O)=O